(2S)-2-Amino-3-(4-hydroxyphenyl)-N-[4-(1H-pyrrolo[2,3-b]pyridin-4-yl)phenyl]propenamide NC(C(=O)NC1=CC=C(C=C1)C1=C2C(=NC=C1)NC=C2)=CC2=CC=C(C=C2)O